C1(=CC=CC=C1)C1=NC(=NC(=N1)C1=CC=C(C=C1)C1=NC=CC=C1)C1=CC=C(C=C1)B(O)O (4-(4-phenyl-6-(4-(pyridin-2-yl)phenyl)-1,3,5-triazin-2-yl)phenyl)boronic acid